6-(diethylamino)nicotinaldehyde C(C)N(C1=NC=C(C=O)C=C1)CC